5-chloro-2-hydroxy-3-(4-methoxyphenyl)-2-trifluoromethyl-2H-chromene ClC1=C2C=C(C(OC2=CC=C1)(C(F)(F)F)O)C1=CC=C(C=C1)OC